FC=1C=C(C=CC1)NC(=S)N1CC2(C1)CN(C2)C2COC2 N-(3-fluorophenyl)-6-(oxetan-3-yl)-2,6-diazaspiro[3.3]heptan-2-carbothioamide